2-[[2-methyl-3-(trifluoromethyl)phenyl]amino]-3-pyridinecarboxylic acid CC1=C(C=CC=C1C(F)(F)F)NC1=NC=CC=C1C(=O)O